FC1=CC=C(C=C1)N1CCN(C2=CC=CC=C12)CCCN1CCCCC1 1-(4-(4-fluorophenyl)-3,4-dihydroquinoxalin-1(2H)-yl)-3-(piperidin-1-yl)propan